C(CCCCCCCCCCC)(=O)[O-].C(CCCCCCCCCCC)(=O)[O-].C(CCCC)[Sn+2]CCCCC dipentyl-tin dilaurate